N-(4-fluorophenyl)pivaloamide FC1=CC=C(C=C1)NC(C(C)(C)C)=O